FC1=C(C=C(C(=C1O)O)OC)C1=NC2=C(N1C1(COC1)C)C=C(C=C2)C(=O)NC2=CC=NC=C2 2-(2-fluoro-3,4-dihydroxy-5-methoxyphenyl)-1-(3-methyloxetan-3-yl)-N-(pyridin-4-yl)-1H-1,3-benzodiazole-6-carboxamide